[Cl-].[Cl-].C(CCC)C1(C=C(C=C1)C)[Zr+2]C1(C=C(C=C1)C)CCCC bis(1-butyl-3-methyl-cyclopentadienyl)zirconium dichloride